C(=O)(O)C=1N=CNC1C(=O)O 4,5-dicarboxyl-imidazole